ClC=1C(=NC(=NC1)NC1CCOCC1)C1=CC=C2CN(C(C2=C1)=O)CC(=O)NCCC1CCCCC1 2-(6-{5-chloro-2-[(oxan-4-yl)amino]pyrimidin-4-yl}-1-oxo-2,3-dihydro-1H-isoindol-2-yl)-N-(2-cyclohexylethyl)acetamide